3,3-dimethyl-2,3-dihydrofuro[3,2-b]pyridine-5-carboxamide CC1(COC=2C1=NC(=CC2)C(=O)N)C